COC1=CC=C(C=C1)CN1C(N(CCC1=O)C1=CN=C2N1C=CC(=C2)N2CC1N(C(C2)C1)C(=O)OC(C)(C)C)=O Tert-butyl 3-[3-[3-[(4-methoxyphenyl) methyl]-2,4-dioxo-hexahydropyrimidin-1-yl]imidazo[1,2-a]pyridin-7-yl]-3,6-diazabicyclo[3.1.1]heptane-6-carboxylate